COC(C1=C(C=C(C(=C1)Cl)C(F)(F)F)OC1=C(C=C(C=C1)F)C)=O 5-chloro-2-(4-fluoro-2-methylphenoxy)-4-(trifluoromethyl)benzoic acid methyl ester